C(C)N1C(N(C(C(=C1)C(=O)NC1=CC(=C(C=C1)OC1=C2C(=NC=C1)NN=C2NC(COC)(C)C)F)=O)C2=CC=C(C=C2)F)=O 1-ethyl-N-(3-fluoro-4-((3-((1-methoxy-2-methylpropan-2-yl)-amino)-1H-pyrazolo-[3,4-b]pyridin-4-yl)-oxy)phenyl)-3-(4-fluorophenyl)-2,4-dioxo-1,2,3,4-tetra-hydropyrimidine-5-carboxamide